(S)-1-(2-(1-(4-((3-fluorobenzyl)oxy)phenyl)-8-methylimidazo[1,5-a]pyrazin-3-yl)piperidin-1-yl)but-2-yn-1-one FC=1C=C(COC2=CC=C(C=C2)C=2N=C(N3C2C(=NC=C3)C)[C@H]3N(CCCC3)C(C#CC)=O)C=CC1